N-[(6-{[(oxan-3-yl)amino]methyl}imidazo[1,2-a]pyridin-2-yl)methyl]-4-oxo-4H-pyrido[1,2-a]pyrimidine-2-carboxamide O1CC(CCC1)NCC=1C=CC=2N(C1)C=C(N2)CNC(=O)C=2N=C1N(C(C2)=O)C=CC=C1